(2R)-2-methyl-2-[(2S,3R,4S,5S,6R)-3,4,5-trihydroxy-6-(Hydroxymethyl)oxan-2-yl]oxybutynenitrile C[C@](C#N)(C#C)O[C@@H]1O[C@@H]([C@H]([C@@H]([C@H]1O)O)O)CO